C1=NC=C(C2=CC=CC=C12)N1C(NC2=C(C1=O)C(=CS2)C)=O 3-(4-isoquinolyl)-5-methyl-1H-thieno[2,3-d]pyrimidine-2,4-dione